OC[C@H]1N(CCC1)C(CC1=CC=C(C=C1)NC(=O)NCC1=CC=C(C=C1)F)=O N-(4-(2-[(2S)-2-(hydroxymethyl)pyrrolidinyl]-2-oxoethyl)phenyl){[(4-fluorophenyl)methyl]amino}carboxamide